((3S,4S)-4-(3,4-difluorophenyl)piperidin-3-yl)-5,6-dihydrobenzo[f]pyrazolo[1,5-d][1,4]oxazepin-9-carboxamide FC=1C=C(C=CC1F)[C@@H]1[C@H](CNCC1)C=1C=NN2CCOC3=C(C21)C=CC(=C3)C(=O)N